C=1(C(=CC=CC1)C[SH-]C(N(CC(C)C)CC(C)C)=S)C[SH-]C(N(CC(C)C)CC(C)C)=S o-xylylene-bis(N,N-diisobutyldithiocarbamate)